C1(CC1)S(=O)(=O)N1CCC(CC1)NC=1N=CC2=C(N1)C(=NC(=C2)C)N2CC1(C2)C(CNCC1)(F)F N-(1-(cyclopropylsulfonyl)piperidin-4-yl)-8-(5,5-difluoro-2,7-diazaspiro[3.5]nonan-2-yl)-6-methylpyrido[3,4-d]pyrimidin-2-amine